FC(C1=C(C=CC(=C1)OC)C1=C2C(=C(N=N1)N[C@H]1CN(CCC1)C)C=NC=C2)F 1-[2-(difluoromethyl)-4-methoxyphenyl]-N-[(3R)-1-methylpiperidin-3-yl]pyrido[3,4-d]pyridazin-4-amine